COCCOC1=CC(=NC=C1)NC=1SC2=C(N1)C=CC(=C2)C#N 2-((4-(2-methoxyethoxy)-pyridin-2-yl)amino)benzo-[d]thiazole-6-carbonitrile